C1(=CC(=CC=C1)NC1=NC2=C(C3=CN=CC=C13)N=C1N2C=NC=C1)C N-(m-tolyl)pyrimido[6',1':2,3]imidazo[4,5-c][2,6]naphthyridin-5-amine